5-amino-4-({[(2-methylpropan-2-yl)oxy]carbonyl}amino)-2-(6-azaspiro[2.5]oct-6-yl)benzoic acid NC=1C(=CC(=C(C(=O)O)C1)N1CCC2(CC2)CC1)NC(=O)OC(C)(C)C